FC1=C(C=C(C(=O)O)C=C1)OC 4-Fluoro-3-methoxy-benzoic acid